FC1=CC(=CC2=C1C=C(O2)C(=O)NS(=O)(=O)C=2C=CC=C1C=CC(=NC21)C)N2CC(C2)F 4-Fluoro-6-(3-fluoroazetidin-1-yl)-N-(2-methylquinoline-8-sulfonyl)-1-benzofuran-2-carboxamide